(-)-N-(3-chloro-4-(1,3-oxazol-5-yl)phenyl)chromane-3-carboxamide ClC=1C=C(C=CC1C1=CN=CO1)NC(=O)C1COC2=CC=CC=C2C1